N4-(2-chloro-4-fluorophenyl)-2-methyl-N1-((3-(morpholinomethyl)oxetan-3-yl)methyl)benzene-1,4-diamine ClC1=C(C=CC(=C1)F)NC1=CC(=C(C=C1)NCC1(COC1)CN1CCOCC1)C